4-(2,6-Dimethyl-3-propan-2-ylthieno[2,3-d]imidazol-5-yl)-N-[4-(4-ethylpiperazin-1-yl)pyridin-2-yl]-5-fluoropyrimidin-2-amine CC1=NC2=C(N1C(C)C)SC(=C2C)C2=NC(=NC=C2F)NC2=NC=CC(=C2)N2CCN(CC2)CC